C(CCCCCCCCCCCCCCC)SC(CCO)SCCCCCCCCCCCCCCCC 3,3-bis(hexadecylthio)propan-1-ol